N-(5-methyl-1H-pyrazol-3-yl)pyrimidin CC1=CC(=NN1)N1CN=CC=C1